NC=1N=CC2=C(C=C(C=C2C1)C=1C(N(C=CC1C)C)=O)Cl 3-(3-amino-8-chloroisoquinolin-6-yl)-1,4-dimethylpyridin-2(1H)-one